(2-(2,6-dioxopiperidin-3-yl)-3-oxoisoindolin-5-yl)methyl(2-(tert-butyl)pyridin-4-yl)carbamate O=C1NC(CCC1N1CC2=CC=C(C=C2C1=O)OC(N(C1=CC(=NC=C1)C(C)(C)C)C)=O)=O